(5-{6-[2-(2-Cyano-7-fluoro-4-methoxy-indol-1-yl)-ethylamino]-pyrimidin-4-yl}-3-ethoxy-thiophen-2-carbonyl)-amid C(#N)C=1N(C2=C(C=CC(=C2C1)OC)F)CCNC1=CC(=NC=N1)C1=CC(=C(S1)C(=O)[NH-])OCC